C(C)OC([C@@H](COC(C)C)O)=O (2R)-2-hydroxy-3-(prop-2-yloxy)propionic acid ethyl ester